3,5-dimethyl-4-nitroisoxazol CC1=NOC(=C1[N+](=O)[O-])C